S(=O)(=O)(OC(C#C)(C)C)[O-].[Li+] lithium 1,1-dimethyl-2-propynyl sulfate